4-(5-((tert-Butoxycarbonyl)amino)pyridin-2-yl)-1-methyl-1H-1,2,3-triazole C(C)(C)(C)OC(=O)NC=1C=CC(=NC1)C=1N=NN(C1)C